ClC1=NC=2C=CC=CC2C2=C1N=CN2CC2=CC(=CC=C2)CN2C(CCC2)=O 4-chloro-1-(3-((2-oxopyrrolidine-1-yl)methyl)benzyl)-1H-imidazo[4,5-c]Quinolin